4-[[5-amino-1-(3-methylthiophene-2-carbonyl)-1,2,4-triazol-3-yl]amino]-N-(2-prop-2-ynoxyethyl)benzenesulfonamide NC1=NC(=NN1C(=O)C=1SC=CC1C)NC1=CC=C(C=C1)S(=O)(=O)NCCOCC#C